ClC=1C(=NC=CC1C1=NC(=C(C=C1)CNC[C@@H]1CCC(N1)=O)OC)C1=C(C(=CC=C1)NC1=C(C(=CC=C1)CN1C[C@@H](CC1)O)F)Cl (S)-5-((((3'-Chloro-2'-(2-chloro-3-((2-fluoro-3-(((R)-3-hydroxypyrrolidin-1-yl)methyl)phenyl)amino)phenyl)-6-methoxy-[2,4'-bipyridin]-5-yl)methyl)amino)methyl)pyrrolidin-2-one